NC1=C(C(N(C2=CC(=CC=C12)Br)C1=C(C=C(C=C1)N)C)=O)C(=O)OC([2H])([2H])[2H] methyl-d3 4-amino-1-(4-amino-2-methylphenyl)-7-bromo-2-oxo-1,2-dihydroquinolin-3-carboxylate